NC(CN(C1=C(C(=C(C(=N1)SC(C(=O)N)C1=CC=CC=C1)C#N)C1CC1)C#N)C)=O 2-((6-((2-amino-2-oxoethyl)(methyl)amino)-3,5-dicyano-4-cyclopropylpyridin-2-yl)sulfanyl)-2-phenylacetamide